2-(3,5-dichloro-4-(4-hydroxy-3-(isoxazol-4-yl)benzyl)phenoxy)-N-methylacetamide ClC=1C=C(OCC(=O)NC)C=C(C1CC1=CC(=C(C=C1)O)C=1C=NOC1)Cl